OC(COC1=CC(=C(C=C1)C1=NC(=NC(=N1)C1=C(C=C(C=C1)C)C)C1=C(C=C(C=C1)C)C)O)COCCCCCCCCCCCCC (d)-2-[4-[(2-hydroxy-3-tridecyloxypropyl)oxy]-2-hydroxyphenyl]-4,6-bis(2,4-dimethylphenyl)-1,3,5-triazine